2,6,10-Trimethyl-5,9-undeca-dienal CC(C=O)CCC=C(CCC=C(C)C)C